benzyl(4,4-diethoxybutyl)(3-phenoxyphenethyl)carbamate C(C1=CC=CC=C1)OC(N(CCC1=CC(=CC=C1)OC1=CC=CC=C1)CCCC(OCC)OCC)=O